2-2-phenylethynyl-fluorene C1(=CC=CC=C1)C#CC1=CC=2CC3=CC=CC=C3C2C=C1